C(C)(C)(C)OC(=O)N1C[C@@H](CC1)N1N=C(C=2C1=NC=NC2N)C2=C(C=C(C=C2)OC2=C(C(=CC(=C2F)F)F)F)F (3R)-3-[4-amino-3-[2-fluoro-4-(2,3,5,6-tetrafluorophenoxy)phenyl]-1H-pyrazolo[3,4-d]pyrimidin-1-yl]pyrrolidine-1-carboxylic acid tert-butyl ester